behenyl-dimethylammonium chloride [Cl-].C(CCCCCCCCCCCCCCCCCCCCC)[NH+](C)C